1-(2-(1-(4-(1H-pyrazol-4-yl)phenyl)piperidin-4-yl)ethyl)pyrrolidin-2-one N1N=CC(=C1)C1=CC=C(C=C1)N1CCC(CC1)CCN1C(CCC1)=O